ClC=1C=C(C=CC1Cl)C(C(=O)NNC(=O)C1CN(CC12CCN(CC2)C(=O)[C@@H]2C(C2)(C)C)C(=O)C2=CN=CS2)(F)F N'-(2-(3,4-dichlorophenyl)-2,2-difluoroacetyl)-8-((S)-2,2-dimethylcyclopropane-1-carbonyl)-2-(thiazole-5-carbonyl)-2,8-diazaspiro[4.5]decane-4-carbohydrazide